O[C@@]1(C(N(CC1)C)=O)C=1N=NN(C1)C1=NC(=CC(=C1)COC)C1=NC(=NC=C1)NC=1C=NN(C1)C (R)-3-Hydroxy-3-(1-(4-(methoxymethyl)-6-(2-((1-methyl-1H-pyrazol-4-yl)amino)pyrimidin-4-yl)pyridin-2-yl)-1H-1,2,3-triazol-4-yl)-1-methylpyrrolidin-2-one